COC(COC1=NN(C(=N1)C1=C(C=C(C=C1)F)F)C1=CC=C(C=C1)Cl)=O Methyl-{[1-(4-chlorophenyl)-5-(2,4-difluorophenyl)-1H-1,2,4-triazol-3-yl]oxy}acetat